2-{4-[(methylamino)methyl]phenyl}-1,3,4,5-tetrahydro-6H-azepino[5,4,3-cd]indol-6-one CNCC1=CC=C(C=C1)C=1NC=2C=CC=C3C2C1CCNC3=O